3-(2-methylthiazol-5-yl)phenol CC=1SC(=CN1)C=1C=C(C=CC1)O